ClC=1C=CC(=C(C1)C(C(=O)OC)(C)C)S(=O)(=O)Cl methyl 2-[5-chloro-2-(chlorosulfonyl) phenyl]-2-methylpropionate